NC1=CC=2N(C(N(CC2C=N1)C1=C(C=CC=C1C)F)=O)[C@@H]1CNCCC1 7-amino-3-(2-fluoro-6-methyl-phenyl)-1-[(3S)-3-piperidyl]-4H-pyrido[4,3-d]pyrimidin-2-one